ClC1=CC(=NC(=C1)C=1C=NN2C1C=CC=C2)N2C[C@@H](N([C@@H](C2)C)C(=O)OC(C)(C)C)C tert-butyl (2S,6R)-4-(4-chloro-6-(pyrazolo[1,5-a]pyridin-3-yl)pyridin-2-yl)-2,6-dimethylpiperazine-1-carboxylate